(R)-N-(1-(1-(2-fluoroethyl)azetidin-3-yl)ethyl)-5-(4-(trifluoromethyl)phenyl)-2-naphthamide FCCN1CC(C1)[C@@H](C)NC(=O)C1=CC2=CC=CC(=C2C=C1)C1=CC=C(C=C1)C(F)(F)F